tert-butyl (3R)-3-[[4,5-dichloro-2-(prop-2-en-1-yloxy)phenyl][(2-methylpropane-2-sulfinyl)imino]methyl]pyrrolidine-1-carboxylate ClC1=CC(=C(C=C1Cl)C([C@H]1CN(CC1)C(=O)OC(C)(C)C)=NS(=O)C(C)(C)C)OCC=C